C(#N)C1=CC(=C(COC2=NCCC3=CC=CC=C23)C=C1)F (4-cyano-2-fluorobenzyl)oxy-3,4-dihydroisoquinolin